tert-butyl (S)-4-((3-chloro-2,4-difluorophenyl) (cyclopropyl) carbamoyl)-2-oxoimidazolidine-1-carboxylate ClC=1C(=C(C=CC1F)N(C(=O)[C@H]1NC(N(C1)C(=O)OC(C)(C)C)=O)C1CC1)F